CN1N=CC(=N1)C=1C=C(C=CC1)NC(=O)N1C=[N+](C=C1)[O-] ((3-(2-methyl-2H-1,2,3-triazol-4-yl)phenyl)carbamoyl)-1H-imidazole 3-oxide